NC1=C(C(=C(C=C1Cl)Cl)F)C=1C(=CC2=C(N=C(N=C2N2[C@H](CN(CC2)C(C=C)=O)C)OC[C@H]2N(CCC2)C)N1)Cl 1-((3S)-4-(7-(2-Amino-3,5-dichloro-6-fluorophenyl)-6-chloro-2-(((S)-1-methylpyrrolidin-2-yl)methoxy)pyrido[2,3-d]pyrimidin-4-yl)-3-methylpiperazin-1-yl)prop-2-en-1-one